C1(CC1)C=1N=CC(=NC1)CNC(=O)C1=C(C2=C(CCC3=CN(N=C23)C[C@@H]2OCCOC2)O1)C(F)(F)F N-[(5-Cyclopropylpyrazin-2-yl)methyl]-2-{[(2S)-1,4-dioxan-2-yl]methyl}-8-(trifluoromethyl)-4,5-dihydro-2H-furo[2,3-g]indazol-7-carboxamid